C(#N)C=1C=C(C=C(C1)F)N1N=NC(=C1)CN1C(O[C@]2(C1)C[C@H](CCC2)CN2C=NC1=C2C=C(C=C1)C#N)=O 1-[((5S,7S)-3-{[1-(3-cyano-5-fluorophenyl)-1H-1,2,3-triazol-4-yl]methyl}-2-oxo-1-oxa-3-azaspiro[4.5]dec-7-yl)methyl]-1H-benzimidazole-6-carbonitrile